Phenyl-diethoxychlorosilane C1(=CC=CC=C1)[Si](Cl)(OCC)OCC